7-[3-[tert-butyl(dimethyl)silyl]oxyazetidin-1-yl]-8-methoxy-5,5-dimethyl-6H-benzo[h]quinazolin-4-amine [Si](C)(C)(C(C)(C)C)OC1CN(C1)C1=C(C=CC2=C1CC(C=1C(=NC=NC21)N)(C)C)OC